CC(C#CS(=O)(=O)N[C@H]1CN(CCC1)C(=O)NC1=CC=C(C=C1)OC(F)(F)F)C (R)-3-(3-methylbut-1-yn-1-ylsulfonamido)-N-(4-(trifluoromethoxy)phenyl)piperidine-1-carboxamide